CC1=NC=C2C(=N1)N(C(NC2=O)=O)C2=CC=CC=C2 7-methyl-1-phenylpyrimido[4,5-d]-pyrimidine-2,4(1H,3H)-dione